2-chloro-N-(5-chloro-6-(2H-1,2,3-triazol-2-yl)pyridin-3-yl)-4',5-difluoro-2'-(methylamino)-[1,1'-biphenyl]-4-carboxamide ClC1=C(C=C(C(=C1)C(=O)NC=1C=NC(=C(C1)Cl)N1N=CC=N1)F)C1=C(C=C(C=C1)F)NC